p-dimethoxybenzyl oxide COC1(COCC2(CC=C(C=C2)OC)OC)CC=C(C=C1)OC